CC(CC(=O)N1C(OC[C@@H]1C(C)C)=O)(C)C1=CC=CC=C1 (4S)-3-(3-methyl-3-phenylbutanoyl)-4-(propan-2-yl)-1,3-oxazolidin-2-one